(2-fluoro-pyridin-4-yl)-N'-(3-oxa-bicyclo[3.1.0]hex-6-yl)-6-(6-trifluoromethyl-pyridin-2-yl)-[1,3,5]triazine-2,4-diamine FC1=NC=CC(=C1)NC1=NC(=NC(=N1)NC1C2COCC12)C1=NC(=CC=C1)C(F)(F)F